C(=O)C=1N(C=CC1)C1=CC=C(C=C1)S(=O)(=O)N 4-(2-formyl-1H-pyrrol-1-yl)benzenesulfonamide